[In].[Zn].S(=O)(=O)(O)C(N1C(=O)N(C)C=2N=CNC2C1=O)C1=CC=CC=C1 sulfophenyl-theophylline Zinc-Indium